6-chloro-4-((4-cyclopropyl-2-(N-methylsulphonylamino)phenyl)amino)-N-ethoxynicotinamide ClC1=NC=C(C(=O)NOCC)C(=C1)NC1=C(C=C(C=C1)C1CC1)NS(=O)(=O)C